ClC=1C=C2C(=CNC2=CC1)CCCNS(=O)(=O)C1=CC=C(C=C1)NC1=CC(=CC=C1)N1CCN(CC1)C N-(3-(5-chloro-1H-indol-3-yl)propyl)-4-((3-(4-methylpiperazin-1-yl)phenyl)amino)benzenesulfonamide